COC(C)(C)C1=NN(C=C1)C1=C(C#N)C=CC=C1 2-(3-(2-methoxypropan-2-yl)-1H-pyrazol-1-yl)benzonitrile